C1(=CC=CC=C1)C(CC=C)=O 1-phenyl-3-butene-1-one